5-amino-8-(2,6-dimethyl-4-pyridinyl)-7-phenyl-2-[2-(1H-tetrazol-5-yl)ethyl]-[1,2,4]triazolo[4,3-c]pyrimidin-3-one NC1=NC(=C(C=2N1C(N(N2)CCC2=NN=NN2)=O)C2=CC(=NC(=C2)C)C)C2=CC=CC=C2